CN1C=C(C2=CC=CC=C12)C1=NC(=NC=C1)OC1=CC=C(NCCCCN2C(=NC=C2)[N+](=O)[O-])C=C1 4-((4-(1-methyl-1H-indol-3-yl)pyrimidin-2-yl)oxy)-N-(4-(2-nitro-1H-imidazol-1-yl)butyl)aniline